N-(3-(difluoromethyl)-1-(piperidin-4-yl)-1H-pyrazol-4-yl)pyrazolo[1,5-a]Pyrimidine-3-carboxamide FC(C1=NN(C=C1NC(=O)C=1C=NN2C1N=CC=C2)C2CCNCC2)F